ClC1=C(C=C(CC2=NC=CC=3C(=C(C=CC23)C)N)C=C1)C1OCCO1 1-(4-chloro-3-(1,3-dioxolan-2-yl)benzyl)-6-methylisoquinolin-5-amine